2-amino-5-(4-fluoro-1-(2-(6-methylpyridin-2-yl)acetyl)indolin-5-yl)-N-isopropylnicotinamide NC1=C(C(=O)NC(C)C)C=C(C=N1)C=1C(=C2CCN(C2=CC1)C(CC1=NC(=CC=C1)C)=O)F